CNC=1N(N=C(C1C=1SC(=CC1)C(F)(F)F)C(F)(F)F)C1=NC=CC=N1 N-methyl-2-pyrimidin-2-yl-5-(trifluoromethyl)-4-[5-(trifluoromethyl)-2-thienyl]pyrazol-3-amine